O=C1N(CCC(N1)=O)C=1C=C2CC3(CCN(CC3)CC(=O)O)CC2=CC1 2-(5-(2,4-Dioxotetrahydropyrimidin-1(2H)-yl)-1,3-dihydrospiro[inden-2,4'-piperidin]-1'-yl)acetic acid